rac-((1R,2R)-2-(Difluoromethyl)-1-methylcyclopropyl)(4-methylenepiperidin-1-yl)methanone FC([C@H]1[C@](C1)(C)C(=O)N1CCC(CC1)=C)F |r|